CO[C@@H]1C[C@H](C1)CN[C@H]1[C@H](CCCC1)OC=1C=C2CN(C(C2=CC1)=O)C1C(NC(CC1)=O)=O 3-(5-(((1S,2R)-2-(((trans-3-methoxycyclobutyl)methyl)amino)cyclohexyl)oxy)-1-oxoisoindolin-2-yl)piperidine-2,6-dione